dioctyl phosphate dodecyl-sulfate C(CCCCCCCCCCC)OS(=O)(=O)O.P(=O)(OCCCCCCCC)(OCCCCCCCC)O